1,2-bis-(diisopropylphosphino-methylene)benzene C(C)(C)P(C(C)C)C=C1C(C=CC=C1)=CP(C(C)C)C(C)C